6-Chloro-5-methoxypyridine-3,4-diamine ClC1=C(C(=C(C=N1)N)N)OC